ClC1=C2C=CN=C(C2=CC=C1)C1CCCCC1 5-Chloro-1-cyclohexylisoquinoline